(S)-7-((S)-5-Chloro-6-fluoro-2-phenyl-2-((S)-pyrrolidin-2-yl)-2,3-dihydrobenzofuran-4-yl)-8-fluoro-4-(methylsulfonyl)-3,4-dihydro-2H-benzo[b][1,4]oxazine-6-carboxamide ClC=1C(=CC2=C(C[C@@](O2)([C@H]2NCCC2)C2=CC=CC=C2)C1C=1C(=CC2=C(OCCN2S(=O)(=O)C)C1F)C(=O)N)F